N1(C2=C(OCCC1)N=C1C(=C2)C=CN1)C1=C(C(=O)NS(=O)(=O)C2=CC(=C(C=C2)NCC2(CCN(CC2)C2COC2)F)[N+](=O)[O-])C=CC=C1 2-(3,4-dihydro-2H-pyrrolo[3',2':5,6]pyrido[2,3-b][1,4]oxazepin-1(7H)-yl)-N-((4-(((4-fluoro-1-(oxetan-3-yl)piperidin-4-yl)methyl)amino)-3-nitrophenyl)sulfonyl)benzamide